2,2-dimethyl-5-nitro-2,3-dihydrobenzofuran CC1(OC2=C(C1)C=C(C=C2)[N+](=O)[O-])C